O1C(=CC=C1)C1=CN(C2=CC=C(C=C12)NC(C=C)=O)C1=CC=C(C=C1)C(F)(F)F N-(3-(furan-2-yl)-1-(4-(trifluoromethyl)phenyl)-1H-indol-5-yl)acrylamide